FC=1C=CC(=C2CC[C@H](C12)OC1=CC=C(C=C1)[C@H](CC(=O)O)C#CC)C=1C=NC(=CC1C)O[C@H]1COCC1 (S)-3-(4-(((R)-7-Fluoro-4-(4-methyl-6-(((R)-tetrahydrofuran-3-yl)oxy)pyridin-3-yl)-2,3-dihydro-1H-inden-1-yl)oxy)phenyl)hex-4-ynoic acid